C1(CC1)CN1N=CC(=C1)C(=O)NCC#CC1=NN2C(C=CC=C2N[C@H]2[C@H](CN(CC2)C)F)=C1CC(F)(F)F 1-(cyclopropylmethyl)-N-[3-(7-{[(3S,4R)-3-fluoro-1-methylpiperidin-4-yl]amino}-3-(2,2,2-trifluoroethyl)pyrazolo[1,5-a]pyridin-2-yl)prop-2-yn-1-yl]-1H-pyrazole-4-carboxamide